CC1=C(C2=C(N=CN=C2NC2(CC2)C)O1)C(=O)NC1CCN(CC1)C1=NC=CC=N1 6-methyl-4-[(1-methylcyclopropyl)amino]-N-[1-(pyrimidin-2-yl)piperidin-4-yl]furo[2,3-d]pyrimidine-5-carboxamide